O1CCC2=C1C=CC(=C2)C2=CC=NC(N2[C@@H]2CCCC1=CC=CC=C21)C 6-(2,3-dihydro-1-benzofuran-5-yl)-2-methyl-N-[(1R)-1,2,3,4-tetrahydronaphthalen-1-yl]pyrimidin